C(#N)C(C)(C)N1CC=C(C=C1)NC(CCC1CCCCC1)=O N-(1-Cyano-1-methylethyl)-4-(3-cyclohexylpropanoylamino)pyridin